[N+](=O)([O-])C=1NC(=C(N1)C#N)C#N 2-nitro-4,5-dicyanoimidazole